[C@H]12COC[C@H](CC(C1)OC=1C(=CC(=NC1)C#N)C1=CC=3N(C=C1)N=C(C3)NC(=O)C3CC3)N2 N-(5-(5-((1R,5S,7s)-3-oxa-9-azabicyclo[3.3.1]nonan-7-yloxy)-2-cyanopyridin-4-yl)pyrazolo[1,5-a]pyridin-2-yl)cyclopropanecarboxamide